2-(((4-cyano-7-(4-isopropylphenyl)-2,3-dihydrobenzofuran-5-yl)amino)methyl)-N,N-dimethylacrylamide C(#N)C1=C(C=C(C2=C1CCO2)C2=CC=C(C=C2)C(C)C)NCC(C(=O)N(C)C)=C